8-bromo-7-fluoro-N-methyl-N-phenyl-[1,2,4]Triazolo[4,3-a]Quinazolin-5-amine BrC1=C(C=C2C(=NC=3N(C2=C1)C=NN3)N(C3=CC=CC=C3)C)F